FC(C(=O)N(CC1(OCCO1)C)C)(F)F 2,2,2-trifluoro-N-methyl-N-((2-methyl-1,3-Dioxolane-2-yl)methyl)acetamide